CC1=C(C=CC=C1C)C1CCN(CC1)C(CN1N=C(C2=C1CCC2)C(=O)N2C[C@H]([C@H](CC2)O)F)=O 1-(4-(2,3-dimethylphenyl)piperidin-1-yl)-2-(3-((3R,4S)-3-fluoro-4-hydroxypiperidine-1-carbonyl)-5,6-dihydrocyclopenta[c]pyrazol-1(4H)-yl)ethanone